ClC=1C=CC(=C(C1)C(=O)N1CC(C1)(F)F)C1=CC(=NC(=C1)C1CC1)Cl [5-chloro-2-(2-chloro-6-cyclopropylpyridin-4-yl)phenyl]-(3,3-difluoroazetidin-1-yl)methanone